1-methoxy-10H-phenoxazine COC1=CC=CC=2OC3=CC=CC=C3NC12